[I-].N1(CCC1)C=1C=CC2=CC3=CC=C(C=C3[N+](=C2C1)CCC[Si](C)(C)C)N1CCC1 3,6-di(azetidin-1-yl)-10-(3-(trimethylsilyl)propyl)acridin-10-ium iodide